(S)-1-(2-((S)-3-((3-(4-bromophenyl)isoxazol-5-yl)oxy)pyrrolidin-1-yl)Acetyl)pyrrolidine-2-carbonitrile BrC1=CC=C(C=C1)C1=NOC(=C1)O[C@@H]1CN(CC1)CC(=O)N1[C@@H](CCC1)C#N